Cl.NC1(CC1)CO 1-aminocyclopropyl-methanol hydrochloride